C1(CC1)C1=C(C=C(C=C1F)F)C1C2=C(NC(=C1C(=O)OC)CF)COC2=O methyl 4-(2-cyclopropyl-3,5-difluorophenyl)-2-(fluoromethyl)-5-oxo-1,4,5,7-tetrahydrofurano[3,4-b]pyridine-3-carboxylate